C(CCCCCCC\C=C/CCCCCCCCCC)O (Z)-eicosa-9-en-1-ol